CC1=CC=C(C=C1)S(=O)(=O)O.CN1CCN(CC1)C1=NC=2N(C(=N1)C1=CSC3=C1C=CC=C3)N=CC2 2-(4-methylpiperazino)-4-(benzothien-3-yl)pyrazolo[1,5-a][1,3,5]Triazine p-methyl-benzenesulfonate